CC=1C(C(CCC1)(C)C)C(C=CC)=O 1-(2,6,6-Trimethyl-2-cyclohexen-1-yl)-2-buten-1-on